FC1(C2CN(CC12)C1=NC=C(C(=N1)C)CN1N=NC(=C1)C(=O)N[C@@H]1CCC2=C1NN=C2C)F 1-[(2-{6,6-Difluoro-3-azabicyclo[3.1.0]hex-3-yl}-4-methylpyrimidin-5-yl)methyl]-N-[(6R)-3-methyl-1H,4H,5H,6H-cyclopenta[c]pyrazol-6-yl]-1H-1,2,3-triazole-4-carboxamide